C(C(C)C)NC(=O)N1C=NC2=C1C=C(C(=C2)C=2C=NC=NC2)OC N-isobutyl-6-methoxy-5-(pyrimidin-5-yl)-1H-benzo[d]Imidazole-1-carboxamide